2-(3-isopropyl-2-(2-methylpyridin-4-yl)-1H-indol-5-yl)-4,5,6,7-tetrahydropyrazolo[1,5-a]pyrazine-3-carboxamide C(C)(C)C1=C(NC2=CC=C(C=C12)C1=NN2C(CNCC2)=C1C(=O)N)C1=CC(=NC=C1)C